8-((1H-indazol-6-yl)amino)-4-chloro-3-(2-chloroethoxy)-5,6,7,8-tetrahydronaphthalene-2-carbonitrile N1N=CC2=CC=C(C=C12)NC1CCCC=2C(=C(C(=CC12)C#N)OCCCl)Cl